CC1(C(COC1)N1C(=NC2=C1C=C(C=C2)C(=O)O)CC2=C(C(=C(C=C2F)C2=NC(=CC=C2)OCC=2SC(=NN2)OC)F)F)C 1-(4,4-dimethyltetrahydrofuran-3-yl)-2-(2,3,6-trifluoro-4-(6-((5-methoxy-1,3,4-thiadiazol-2-yl)methoxy)pyridin-2-yl)benzyl)-1H-benzo[d]imidazole-6-carboxylic acid